FC1=CC=C(C=C1)C(CC(=N)N)=O 3-(4-fluorophenyl)-3-oxo-propionamidine